C(CCCCCCCCCCCC)C(CCCCCCCCCCCCN)C(CCC(CCC(CCC(C(CCCCCCCCCCCCC)CCCCCCCCCCCCC)CCCCCCCCCC)CCCCCCCCCC)CCCCCCCCCC)CCCCCCCCCC 14,25-ditridecyl-15,18,21,24-tetradecyl-Aza-octatriacontane